6,6-dimethoxy-2-methylhexanamide COC(CCCC(C(=O)N)C)OC